1-(6-(4-(3-hydroxy-1-naphthalenyl)-3-methyl-7-(2-propanyl)-5,6,7,8-tetrahydro-1,7-naphthyridin-2-yl)-2,6-diazaspiro[3.4]octan-2-yl)-2-propen-1-one OC=1C=C(C2=CC=CC=C2C1)C1=C(C(=NC=2CN(CCC12)C(C)C)N1CC2(CN(C2)C(C=C)=O)CC1)C